CC1(OCCO1)C1=C(C=CC(=C1)C#CCCCCCC)[N+](=O)[O-] 2-methyl-(5-oct-1-ynyl-2-nitrophenyl)-1,3-dioxolane